N-(4-chloro-2-methylphenyl)-1H-pyrrolo[2,3-b]pyridine-3-sulfonamide ClC1=CC(=C(C=C1)NS(=O)(=O)C1=CNC2=NC=CC=C21)C